N-[2-(4-morpholino-1H-1,5,7-triazainden-2-yl)-5-pyrimidinyl]-4-{[(R)-3-(vinylcarbonylamino)-1-piperidyl]methyl}-2-pyridinecarboxamide O1CCN(CC1)C1=C2C=C(NC2=NC=N1)C1=NC=C(C=N1)NC(=O)C1=NC=CC(=C1)CN1C[C@@H](CCC1)NC(=O)C=C